C(C=C)N(NC(C(C)C1=C(C(=CC=C1)CCC(=O)OCC)F)=O)C(=O)OC(C)(C)C Tert-Butyl 1-allyl-2-(2-(3-(3-ethoxy-3-oxopropyl)-2-fluorophenyl)propanoyl)hydrazine-1-carboxylate